1,4-dibutyloxyterephthalaldehyde C(CCC)OC1(C=O)C=CC(C=O)(C=C1)OCCCC